CC=1C=C(C=CC1NC1=NC=CC(=N1)C=1C=NC=CC1)NC(=O)C=1C=C(C=CC1)NC(=O)C1=CC2(CC(C(C1=O)C2)=C)C(=O)OC Methyl 3-((3-((3-methyl-4-((4-(pyridin-3-yl)pyrimidin-2-yl)amino)phenyl)carbamoyl)phenyl)carbamoyl)-6-methylene-4-oxobicyclo[3.2.1]oct-2-ene-1-carboxylate